C(C)(C)(C)OC(=O)N1CCC(CC1)C=1C=NN(C1)C1=C(C=CC=C1)C 4-[1-(2-Methylphenyl)-1H-pyrazol-4-yl]piperidine-1-carboxylic acid tert-butyl ester